(S)-N5-(4-Fluoro-3-methylphenyl)-6-methyl-N3-((R)-1,1,1-trifluoropropan-2-yl)-6,7-dihydro-[1,2,3]triazolo[1,5-a]pyrazine-3,5(4H)-dicarboxamide FC1=C(C=C(C=C1)NC(=O)N1CC=2N(C[C@@H]1C)N=NC2C(=O)N[C@@H](C(F)(F)F)C)C